2,3-difluoroacrylonitrile FC(C#N)=CF